Tert-butyl 5-(3-(3-chloro-4-fluorophenyl)-1-((6,7,8,9-tetrahydro-5H-[1,2,4]triazolo[4,3-a]azepin-3-yl) methyl) ureido)-1H-indole-1-carboxylate ClC=1C=C(C=CC1F)NC(N(CC1=NN=C2N1CCCCC2)C=2C=C1C=CN(C1=CC2)C(=O)OC(C)(C)C)=O